Cl.NC\C=C(\CN1N=NC2=C1C=C(C=C2C2=C(C(=CC=C2)CO)Cl)C#N)/F (Z)-1-(4-amino-2-fluoro-but-2-en-1-yl)-4-[2-chloro-3-(hydroxymethyl)phenyl]-1H-benzo[d][1,2,3]triazole-6-carbonitrile hydrochloride